3-hydroxy-2,2-bis(hydroxymethyl)propanoic acid OCC(C(=O)O)(CO)CO